{4-Ethyl-2-methyl-7-oxo-6H,7H-thieno[2,3-d]pyridazin-6-yl}-N-(1,3-oxazol-2-yl)acetamide C(C)C=1C2=C(C(N(N1)CC(=O)NC=1OC=CN1)=O)SC(=C2)C